CC1CC(C1)(C1=NN=CN1C)C=1C=C(C=CC1)N1C(C2=CC(=CC(=C2C1)C(F)(F)F)C1NCCC1)=O 2-(3-((1S,3S)-3-methyl-1-(4-methyl-4H-1,2,4-triazol-3-yl)cyclobutyl)phenyl)-6-(pyrrolidin-2-yl)-4-(trifluoromethyl)isoindol-1-one